6-bromo-7-methoxy-2-methyl-N-{(1R)-1-[2-methyl-3-(trifluoromethyl)phenyl]ethyl}pyrido[2,3-d]pyrimidin-4-amine BrC1=CC2=C(N=C(N=C2N[C@H](C)C2=C(C(=CC=C2)C(F)(F)F)C)C)N=C1OC